NC1=CC=C(C2=CC=CC=C12)NC(C1=CC=C(C=C1)F)=O N-(4-aminonaphthalen-1-yl)-4-fluorobenzamide